ethyl 1-[2-(tert-butoxycarbonylamino)ethyl]-6,7-dichloro-3-(1-tetrahydropyran-2-yl pyrazol-4-yl)indole-2-carboxylate C(C)(C)(C)OC(=O)NCCN1C(=C(C2=CC=C(C(=C12)Cl)Cl)C=1C=NN(C1)C1OCCCC1)C(=O)OCC